C(=O)(O)CN1[C@H](CN[C@H](CN([C@H](CN[C@H](C1)CCC(=O)O)CCC(=O)O)CC(=O)O)CCC(=O)O)CCC(=O)O 3,3',3'',3'''-((2S,5S,8S,11S)-1,7-bis(carboxymethyl)-1,4,7,10-tetraazacyclododecane-2,5,8,11-tetrayl)tetrapropanoic acid